2,3-dichloro-5-trifluoromethylpyridine-6-ol ClC1=NC(=C(C=C1Cl)C(F)(F)F)O